BrC=1C(=C(C=C(C1)C)C1=CC=CC=C1)OCOC bromo-5-methyl-2-(methoxymethoxy)-[1,1'-biphenyl]